The molecule is a hydroxyisoflavanone that is isoflavanone bearing hydroxy groups at the 2 and 7 positions, and a methoxy group at the 4' position. It is a lactol, a hydroxyisoflavanone and a methoxyisoflavanone. COC1=CC=C(C=C1)C2C(OC3=C(C2=O)C=CC(=C3)O)O